2-chloro-6-methoxy-N-(4-nitrophenyl)quinolin-4-amine ClC1=NC2=CC=C(C=C2C(=C1)NC1=CC=C(C=C1)[N+](=O)[O-])OC